BrC=1C=C2C(=NC1)C1=NC=CC=C1C21C2=CC=CC=C2C=2C=CC=CC12 3-bromospiro[cyclopenta[2,1-b:3,4-b']dipyridine-5,9'-fluorene]